C(=O)(C(=O)[O-])NC(=O)N The molecule is the conjugate base of oxaluric acid; major species at pH 7.3. It is a conjugate base of an oxaluric acid.